(4S)-4-[(1E)-dec-1-en-1-yl]-2,2-dimethyl-1,3-dioxolane C(=C\CCCCCCCC)/[C@@H]1OC(OC1)(C)C